bis(4,4',4''-tri-tert-butyl-2,2':6',2''-terpyridine) osmium (II) hexafluorophosphate F[P-](F)(F)(F)(F)F.[Os+2].C(C)(C)(C)C1=CC(=NC=C1)C1=NC(=CC(=C1)C(C)(C)C)C1=NC=CC(=C1)C(C)(C)C.C(C)(C)(C)C1=CC(=NC=C1)C1=NC(=CC(=C1)C(C)(C)C)C1=NC=CC(=C1)C(C)(C)C.F[P-](F)(F)(F)(F)F